4'H-spiro[indoline-2,1'-naphthalene]-4'-one C12(C=CC(C3=CC=CC=C13)=O)NC1=CC=CC=C1C2